BrC1=C2C=NN(C2=CC(=C1Cl)F)C1OCCCC1 4-bromo-5-chloro-6-fluoro-1-tetrahydropyran-2-yl-indazole